(1-methyl-4-phenylpiperidin-4-yl)methanamine CN1CCC(CC1)(C1=CC=CC=C1)CN